4-(4-(Naphthalen-2-ylmethoxy)benzyl)-1H-imidazole C1=C(C=CC2=CC=CC=C12)COC1=CC=C(CC=2N=CNC2)C=C1